CN(N)C1=NN=C(N1)C(F)(F)F 3-(1-methylhydrazino)-5-(trifluoromethyl)-4H-1,2,4-triazole